NC1(CN(CCC1)C=1C(=CC(=NC1)C=1C=CC2=C(N(C=N2)C)C1)CN1C2=NC=NC(=C2N=C1)N)C1=NC(=CC=C1)Cl 9-((5-(3-amino-3-(6-chloropyridin-2-yl)piperidin-1-yl)-2-(1-methyl-1H-benzo[d]imidazol-6-yl)pyridin-4-yl)methyl)-9H-purin-6-amine